The molecule is a phytocassane that is ent-podocarp-12-ene-3,11-dione carrying additional hydroxy, vinyl and methyl substituents at the 2alpha, 13 and 14 positions, respectively. It is a phytocassane, a diketone and a secondary alpha-hydroxy ketone. C[C@H]1[C@H]2CC[C@H]3[C@]([C@@H]2C(=O)C=C1C=C)(C[C@H](C(=O)C3(C)C)O)C